[Si](C)(C)(C(C)(C)C)NS(=O)(=NC(NC1=C2CCCC2=CC=2CCCC12)=O)C=1SC(=CC1)CN(C)C N-(tert-butyldimethylsilyl)-5-((dimethylamino)methyl)-N'-((1,2,3,5,6,7-hexahydro-s-indacen-4-yl)carbamoyl)thiophene-2-sulfonimidamide